8-{4-[(4-fluorophenyl)(3-methoxypyridin-2-yl)methyl]piperazin-1-yl}-5-methyl-6-oxo-5,6-dihydro-1,5-naphthyridine-2,7-dicarbonitrile FC1=CC=C(C=C1)C(N1CCN(CC1)C1=C(C(N(C=2C=CC(=NC12)C#N)C)=O)C#N)C1=NC=CC=C1OC